6-methyl-2-(tetrahydro-2H-pyran-2-yl)-7-(4,4,5,5-tetramethyl-1,3,2-dioxaborolan-2-yl)-2H-indazole CC=1C=CC2=CN(N=C2C1B1OC(C(O1)(C)C)(C)C)C1OCCCC1